fluoro-N-(isoxazol-5-ylmethyl)-4'-oxo-3',4'-dihydro-1'h-spiro[piperidine-4,2'-quinoline]-1-carboxamide FN1C2(CC(C3=CC=CC=C13)=O)CCN(CC2)C(=O)NCC2=CC=NO2